N-(1'-(4-methyl-6-(1-methylhexahydropyrrolo[3,4-b]pyrrol-5(1H)-yl)pyridin-2-yl)-1',2'-dihydrospiro[cyclopropan-1,3'-pyrrolo[3,2-c]pyridin]-6'-yl)acetamide CC1=CC(=NC(=C1)N1CC2N(CCC2C1)C)N1CC2(C=3C=NC(=CC31)NC(C)=O)CC2